thieno[2,3-d]Pyridazin-4(5H)-one S1C=CC2=C1C=NNC2=O